(1S,3S,4S)-2-(3-chloro-4H-thieno[3,2-b]pyrrole-5-carbonyl)-N-((R)-1-cyano-2-((S)-2-oxopyrrolidin-3-yl)ethyl)-5,5-difluoro-2-azabicyclo[2.2.2]octane-3-carboxamide ClC1=CSC2=C1NC(=C2)C(=O)N2[C@@H]1CC([C@H]([C@H]2C(=O)N[C@H](C[C@H]2C(NCC2)=O)C#N)CC1)(F)F